C(=C)C1=C(C=CC=C1)C=C divinyl-benzene